OCCCP(CCCO)CCCO tris(hydroxypropyl)phosphine